C1CC12NCCC(C2)N2C(C1=C(C=C(C=C1C=C2)C2=CC1=CN(N=C1C(=C2O)F)C)F)=O 2-{4-azaspiro[2.5]octan-7-yl}-8-fluoro-6-(7-fluoro-6-hydroxy-2-methylindazol-5-yl)isoquinolin-1-one